The molecule is an androstanoid that is androsta-3,5,8,16-tetraene substituted by chloro groups at positions 1, 12 and 19 and oxo groups at positions 7 and 15 (the 1beta,2alpha stereoisomer). It is isolated from burrowing sponge Cliona nigricans and exhibits cytotoxic efficacy. It has a role as a metabolite and an antineoplastic agent. It is an androstanoid, a 7-oxo steroid, a 15-oxo steroid and a chlorinated steroid. C[C@]12CCC3=C([C@@H]1C(=O)C=C2)C(=O)C=C4[C@@]3([C@@H]([C@H](C=C4)Cl)Cl)CCl